n-butyl 1-(5-(hydroxymethyl) furan-2-yl)-9H-pyrido[3,4-b]indole-3-carboxylate OCC1=CC=C(O1)C1=NC(=CC2=C1NC1=CC=CC=C21)C(=O)OCCCC